P(=O)(O)(O)[O-].[Na+] sodium dihydrogen phosphat